2-(3-bromopyridin-4-yl)-3-[(3-chloro-2-methoxyphenyl)amino]-1H,6H,7H-pyrano[4,3-b]pyrrol-4-one BrC=1C=NC=CC1C1=C(C2=C(N1)CCOC2=O)NC2=C(C(=CC=C2)Cl)OC